NC1=CC=CC(=N1)N1CC(CC1=O)NC(OC(C)(C)C)=O Tert-Butyl (1-(6-aminopyridin-2-yl)-5-oxopyrrolidin-3-yl)carbamate